(S)-tert-butyl 3-(((S)-1-(2-chlorophenyl)-2-((3,3-difluorocyclobutyl) amino)-2-oxoethyl)(3,5-difluorophenyl)carbamoyl)-4-(4-cyanopyridin-2-yl)-5-oxopiperazine-1-carboxylate ClC1=C(C=CC=C1)[C@@H](C(=O)NC1CC(C1)(F)F)N(C(=O)[C@@H]1CN(CC(N1C1=NC=CC(=C1)C#N)=O)C(=O)OC(C)(C)C)C1=CC(=CC(=C1)F)F